CC(=C)C 2-methylprop-1-en